8-bromo-5-chloro-4-(2,2-difluoroethyl)-2H-benzo[b][1,4]oxazin-3(4H)-one BrC1=CC=C(C2=C1OCC(N2CC(F)F)=O)Cl